C(C)OC(C(CCCCC(=O)O)=O)=O 7-ethoxy-6,7-dioxoheptanoic acid